{5-[(1,3-benzothiazol-2-yl)amino]-1H-pyrrolo[2,3-b]Pyridin-1-yl}-1,3-thiazole-4-carboxylic acid S1C(=NC2=C1C=CC=C2)NC=2C=C1C(=NC2)N(C=C1)C=1SC=C(N1)C(=O)O